ClC=1C=C(C=CC1C)C12CCN(CC2C1)C(=O)C1CC2(C1)NC(OC2)=O (rac)-(2s,4s)-2-(6-(3-Chloro-4-methylphenyl)-3-azabicyclo[4.1.0]heptane-3-carbonyl)-7-oxa-5-azaspiro[3.4]octan-6-one